1-(2-pyridinyl)piperazine N1=C(C=CC=C1)N1CCNCC1